4-{(1R,2R)-2-[3-(2,6-difluorophenyl)-1,2,4-oxadiazol-5-yl]cyclopropyl}benzenesulfonamide FC1=C(C(=CC=C1)F)C1=NOC(=N1)[C@H]1[C@@H](C1)C1=CC=C(C=C1)S(=O)(=O)N